tert-butyl 2-((3-(((S)-2-((S)-2-acetamido-4-(tert-butoxy)-4-oxobutanamido)-4-phenylbutanamido)methyl)-4-methylphenoxy)methyl)-2-methylazetidine-1-carboxylate C(C)(=O)N[C@H](C(=O)N[C@H](C(=O)NCC=1C=C(OCC2(N(CC2)C(=O)OC(C)(C)C)C)C=CC1C)CCC1=CC=CC=C1)CC(=O)OC(C)(C)C